(R)-3-(difluoromethyl)-1-(6-(2-hydroxy-4-(trifluoromethyl)phenyl)-5-methyl-1,2,4-triazin-3-yl)piperidin-3-ol FC([C@@]1(CN(CCC1)C=1N=NC(=C(N1)C)C1=C(C=C(C=C1)C(F)(F)F)O)O)F